(1R,2R,3aS,10aR)-2-hydroxy-1-[(1E,3ξ)-3-hydroxy-4-(trifluoromethyl)-1-octen-1-yl]-5-methyl-2,3,3a,9,10,10a-hexahydro-1H-benzo[b]cyclopenta[f]oxepin-6-carboxylic acid O[C@@H]1C[C@H]2[C@H](CCC3=C(O2)C(=C(C=C3)C(=O)O)C)[C@H]1\C=C\C(C(CCCC)C(F)(F)F)O